FC1=C(C(=C2C=CNC2=C1F)SC)OC=1C=CC(=C(C(=N)NC)C1)F 5-[(6,7-difluoro-4-methylsulfanyl-1H-indol-5-yl)oxy]-2-fluoro-N-methyl-benzamidine